CN1CCC(CC1)(C)C=1SC2=C(N1)C=C(C=C2)[C@@H]2N(C[C@H](CC2)C)C(C(=O)NC=2C1=C(C=NC2)C=NN1)=O 2-((2R,5S)-2-(2-(1,4-dimethylpiperidin-4-yl)benzo[d]thiazol-5-yl)-5-methylpiperidin-1-yl)-2-oxo-N-(1H-pyrazolo[4,3-c]pyridin-7-yl)acetamide